C(=O)(O)C1=CC=CC2=CC=CC(=C12)C(=O)O 1,8-dicarboxyl-naphthalene